(S)-1-(5-(difluoromethyl)-2-fluorophenyl)ethylamine hydrochloride Cl.FC(C=1C=CC(=C(C1)[C@H](C)N)F)F